CN(C1=CC=C(C=C1)C1=CC(=C(C=C1)C(N(C(C1=CC=CC=C1)=O)C=1C=C(C=NC1)/C=C/C(=O)OC)[2H])F)C methyl (E)-3-(5-(N-((4'-(dimethylamino)-3-fluoro-[1,1'-biphenyl]-4-yl)methyl-d)benzamido)pyridin-3-yl)acrylate